C(C)(C)(C)OC(=O)NC/C(/COC=1C=NC(=NC1)N1CCC(CC1)(C(=O)O)C)=C\F 1-[5-[(E)-2-[(tert-Butoxycarbonylamino)methyl]-3-fluoro-allyloxy]pyrimidin-2-yl]-4-methyl-piperidine-4-carboxylic acid